CN1C(=NC=2C(=NC(=CC21)C2=CC=C(C=C2)N2CCC1(CN(C1)CC(C)(O)C)CC2)C)C2=CC=C(C=C2)S(=O)(=O)C 1-(7-(4-(1,4-dimethyl-2-(4-(methylsulfonyl)phenyl)-1H-imidazo[4,5-c]pyridin-6-yl)phenyl)-2,7-diazaspiro[3.5]nonan-2-yl)-2-methylpropan-2-ol